N-[(2,4-dichloropyrimidin-5-yl)methyl]-2,6-difluoro-3,5-dimethoxyaniline ClC1=NC=C(C(=N1)Cl)CNC1=C(C(=CC(=C1F)OC)OC)F